N[C@@H]1C[C@H](CC1)NC1=NC=C2C=C(N=C(C2=C1)NC(CC)CC)C#N 7-(((1S,3S)-3-aminocyclopentyl)amino)-1-(pentan-3-ylamino)-2,6-naphthyridine-3-carbonitrile